C1=CC=CC=2C3=CC=CC=C3C(C12)CN(C(O)=O)[C@@H](CSC1=CC=CC=C1)CC=O.COC=1C=C2C(=NC=NC2=CC1OC)N(CCCCCS(=O)(=O)N)C (5-((6,7-Dimethoxyquinazolin-4-yl)(methyl)amino)pentyl)sulfonamide (R)-(9H-fluoren-9-yl)methyl-(4-oxo-1-(phenylthio)butan-2-yl)carbamate